C(C)(C)(C)OC(=O)N1CCC(CC1)C(=O)OCC1=CC=CC=C1 piperidine-1,4-dicarboxylic acid 4-benzyl 1-(tert-butyl) ester